N-Cyclopropyl-4-((2-methoxy-3-(1-methyl-1H-1,2,4-triazol-3-yl)phenyl)amino)-2-(pyridin-2-ylamino)pyrimidine-5-carboxamide C1(CC1)NC(=O)C=1C(=NC(=NC1)NC1=NC=CC=C1)NC1=C(C(=CC=C1)C1=NN(C=N1)C)OC